C(C)(C)(C)NS(=O)(=O)C1=C(C=C(C=C1)NC([C@H](CC1=CC=CC=C1)NC(C1=CC=C(C=C1)F)=O)=O)Cl (S)-N-(1-(4-(N-tert-butylsulfamoyl)-3-chlorophenylamino)-1-oxo-3-phenylpropan-2-yl)-4-fluorobenzamide